C(#N)[C@H]1N(CSC1)C(CNC(=O)C1=CC=NC2=CC=C(C=C12)N1CCC(CC1)F)=O (R)-N-(2-(4-cyanothiazolidin-3-yl)-2-oxoethyl)-6-(4-fluoropiperidin-1-yl)-quinol-4-carboxamide